NC=1N=CC=NC1OC 5-amino-6-methoxypyrazin